2-methoxy-N-(oxan-4-yl)-3-[3-(pyrrolidin-1-yl)propoxy]-7,8,9,10-tetrahydrophenanthridin-6-amine trifluoroacetate FC(C(=O)O)(F)F.COC1=CC2=C3CCCCC3=C(N=C2C=C1OCCCN1CCCC1)NC1CCOCC1